N-cyclopropyl-N,2-dimethyl-5-[(2S)-2-(trifluoromethylsulfonylamino)propoxy]pyridine-3-carboxamide C1(CC1)N(C(=O)C=1C(=NC=C(C1)OC[C@H](C)NS(=O)(=O)C(F)(F)F)C)C